C(C)OC(=O)C=1C(=NN(C1)CC(=O)OC(C)(C)C)N 3-amino-1-(2-(tert-butoxy)-2-oxoethyl)-1H-pyrazole-4-carboxylic acid ethyl ester